2,4,6-tris(dibenzofuran-2-yl)-9H-carbazole C1=C(C=CC=2OC3=C(C21)C=CC=C3)C3=CC=2NC1=CC=C(C=C1C2C(=C3)C3=CC2=C(OC1=C2C=CC=C1)C=C3)C3=CC1=C(OC2=C1C=CC=C2)C=C3